BrC1=CC=C(C=C1)N(C1=C(C=C(C=C1)O)Br)CC1=CC=CC=C1 4-((4-bromophenyl)(benzyl)amino)-3-bromophenol